OCCN(C1=CC=C(C=C1)/C=C/C(=O)C1=CC=C(C=C1)NC(=O)NCC1=CC=C(C=C1)OC)CCO 1-[4-[(E)-3-[4-[Bis(2-hydroxyethyl)amino]phenyl]prop-2-enoyl]phenyl]-3-[(4-methoxyphenyl)methyl]urea